Cl.CN([C@@H]1CC[C@@]12CNCC2)C (1R,4R)-N,N-dimethyl-6-azaspiro[3.4]octan-1-amine hydrochloride